(E)-1-hexyl-2,5-dimethoxy-4-(2-nitroprop-1-en-1-yl)benzene C(CCCCC)C1=C(C=C(C(=C1)OC)\C=C(/C)\[N+](=O)[O-])OC